3-(5-Benzylpyrimidin-2-yl)-1-(6-(1-methyl-1H-pyrazol-4-yl)pyrazolo[1,5-a]pyridin-3-yl)propan-1-ol C(C1=CC=CC=C1)C=1C=NC(=NC1)CCC(O)C=1C=NN2C1C=CC(=C2)C=2C=NN(C2)C